NC1=NC2=CC=C(C=C2C=C1C(C)C)C(=O)N(N(C1=NC=CC=N1)C)CC1=NC=C(C=C1)C(F)(F)F 2-amino-3-isopropyl-N'-methyl-N'-(pyrimidin-2-yl)-N-((5-(trifluoromethyl)pyridin-2-yl)methyl)quinoline-6-carbohydrazide